C1(=CC=CC=C1)C=1SC(=C(N1)C)CC1(NC(=NC=C1)NCC(C)C)N 4-((2-phenyl-4-methyl-5-thiazolyl)methyl)-N2-isobutyl-2,4-pyrimidinediamine